β-butylmethylphosphonium tetrafluoroborate F[B-](F)(F)F.CC(CC)[PH2+]C